C(C(C)C)C=1N=CC2=C(N1)NC=C2C2=CC=1N(C=C2)N=CC1C(=O)NC=1C=NC=CC1 5-(2-isobutyl-7H-pyrrolo[2,3-d]pyrimidin-5-yl)-N-(pyridin-3-yl)pyrazolo[1,5-a]pyridine-3-carboxamide